FC1=C(C=CC(=C1)F)N1N=C(C=2C[C@@H]3[C@H](C12)C3)C(=O)N3CCN(CC3)C3=NC=CC=C3OC [(1aR,5aR)-2-(2,4-Difluoro-phenyl)-1a,2,5,5a-tetrahydro-1H-2,3-diaza-cyclopropa[a]pentalen-4-yl]-[4-(3-methoxy-pyridin-2-yl)-piperazin-1-yl]-methanone